C(C1=CC=CC=C1)OC1=CC(=C(C=C1)[C@H](C(=O)OCC)NC(=O)OC(C)(C)C)F ethyl (R)-2-(4-(benzyloxy)-2-fluorophenyl)-2-((tert-butoxycarbonyl)amino)acetate